O1CCCC12CCN(CC2)CCCNC2=C1C(=NC(=C2)C2=CC=C(C=C2)C(=O)N2CCCCC2)C=CS1 (4-(7-((3-(1-oxa-8-azaspiro[4.5]decan-8-yl)propyl)amino)thieno[3,2-b]pyridin-5-yl)phenyl)(piperidin-1-yl)methanone